N,3-dimethyl-5,6,7,8-tetrahydro-4H-pyrazolo[1,5-a][1,4]diazepin-2-amine CNC1=NN2C(CNCCC2)=C1C